6-chloro-2-aminonaphthalene ClC=1C=C2C=CC(=CC2=CC1)N